C(C)(C)[Si](C#CC1=CC=CC2=CC(=CC(=C12)B1OC(C(O1)(C)C)(C)C)OCOC)(C(C)C)C(C)C triisopropyl({2-[6-(methoxymethoxy)-8-(4,4,5,5-tetramethyl-1,3,2-dioxaborolan-2-yl)naphthalen-1-yl]ethynyl})silane